C(CCC)(=O)OC(C)(C)C tert-butyl n-butyrate